C(C1=CC=CC=C1)(=O)OC[C@@H]1CC[C@H](N1CC1=CC=CC=C1)COCCC(=O)O 3-(((2S,5S)-5-((benzoyloxy)methyl)-1-benzylpyrrolidin-2-yl)methoxy)propanoic acid